1-(2-((5-fluorobenzo[d]oxazol-2-yl)amino)benzo[d]oxazol-5-yl)-N-methylcyclopropane-1-carboxamide FC=1C=CC2=C(N=C(O2)NC=2OC3=C(N2)C=C(C=C3)C3(CC3)C(=O)NC)C1